C(CC)C=1C(C=C(C(C1)=O)C)=O propyl-5-methylbenzoquinone